1-{2-[(1H-1,3-Benzodiazol-2-ylmethyl)amino]ethyl}-N-[(3-fluoropyridin-2-yl)methyl]-3,5-dimethyl-1H-pyrazole-4-carboxamide N1C(=NC2=C1C=CC=C2)CNCCN2N=C(C(=C2C)C(=O)NCC2=NC=CC=C2F)C